3-[(3-acrylamidopropyl)-dimethylammonio]propane-1-sulfonate C(C=C)(=O)NCCC[N+](CCCS(=O)(=O)[O-])(C)C